C(C)(C)(C)OC(NC1=CC=C(C=C1)C1=CC=C(C=C1)[C@H](C)N)=O (S)-(4'-(1-aminoethyl)-[1,1'-biphenyl]-4-yl)carbamic acid tert-butyl ester